O=C1NC(CCC1N1C(N(C2=C1C=CC(=C2)C#CCCCCCCCCCC(=O)OCC2=CC=CC=C2)C)=O)=O 1-Benzyl 12-(1-(2,6-dioxopiperidin-3-yl)-3-methyl-2-oxo-2,3-dihydro-1H-benzo[d]imidazol-5-yl)dodec-11-ynoate